C(C)(=O)O.C(C)#N acetonitrile acetate